3,4,6-trimethyl-N-(pyridin-2-yl)-N-(thiophen-2-ylmethyl)benzofuran-2-carboxamide CC1=C(OC2=C1C(=CC(=C2)C)C)C(=O)N(CC=2SC=CC2)C2=NC=CC=C2